tris(4-(4-acetylphenyl)phenylthio)sulfonium C(C)(=O)C1=CC=C(C=C1)C1=CC=C(C=C1)S[S+](SC1=CC=C(C=C1)C1=CC=C(C=C1)C(C)=O)SC1=CC=C(C=C1)C1=CC=C(C=C1)C(C)=O